CC1=C(C=C(C(=C1)OC(C)C)C)O 2,5-dimethyl-4-isopropoxyphenol